4-[2-(1-methyl-1H-pyrazol-4-yl)pyrrolidin-1-yl]piperidine trifluoroacetate FC(C(=O)O)(F)F.CN1N=CC(=C1)C1N(CCC1)C1CCNCC1